CN(C(OC1=CC2=C(CN(C(O2)=O)CC2=C(C(=CC=C2)NC(=O)NC)F)C=C1)=O)C 3-(2-fluoro-3-(3-methylureido)benzyl)-2-oxo-3,4-dihydro-2H-benzo[e][1,3]oxazin-7-yl dimethylcarbamate